1-bromon-nonane BrCCCCCCCCC